FC(C1=NN=C(S1)C1=NC=C2N1C=C(C=C2N2CC(NC(C2)CO)(C)C)S(=O)(=O)N[C@@]2([C@@H](C2)C)C)F 3-(5-(difluoromethyl)-1,3,4-thiadiazol-2-yl)-N-(1S,2R)-(1,2-dimethylcyclopropyl)-8-(5-(hydroxymethyl)-3,3-dimethylpiperazin-1-yl)imidazo[1,5-a]pyridine-6-sulfonamide